3-(1H-imidazol-1-yl)-N-(octahydroindolizin-1-yl)benzamide N1(C=NC=C1)C=1C=C(C(=O)NC2CCN3CCCCC23)C=CC1